Rel-N-(6-amino-5-methyl-3-pyridyl)-2-oxo-2-[rac-(2R,4R,5S)-2-(1,3-benzothiazol-5-yl)-4-Isobutyl-5-methyl-1-piperidyl]acetamide NC1=C(C=C(C=N1)NC(C(N1[C@H](C[C@H]([C@@H](C1)C)CC(C)C)C=1C=CC2=C(N=CS2)C1)=O)=O)C |o1:11,13,14|